tert-butyl (R)-(8-azaspiro[4.5]decan-1-yl)carbamate [C@H]1(CCCC12CCNCC2)NC(OC(C)(C)C)=O